COC=1C(=C2C=CNC2=C(C1)C)CN1[C@H](C[C@H](CC1)N1CC(C1)S(=O)(=O)C)C1=CC=C(C(=O)O)C=C1 4-((2R,4S)-1-((5-methoxy-7-methyl-1H-indol-4-yl)methyl)-4-(3-(methylsulfonyl)azetidin-1-yl)piperidin-2-yl)benzoic acid